C(C)(C)(C)OC(=O)N1CCC(CC1)CC1=NC(=CC(=C1)Cl)N.CC1=NC=CC(=C1)C1=CC(=NN1)C1CCNCC1 methyl-4-(3-(piperidin-4-yl)-1H-pyrazol-5-yl)pyridin tert-butyl-4-[(6-amino-4-chloropyridin-2-yl)methyl]piperidine-1-carboxylate